FC=1C=C(CNC(C2=C(C(=CC=C2OC)[N+](=O)[O-])NC)=O)C=CC1OC N-(3-fluoro-4-methoxybenzyl)-6-methoxy-2-(methylamino)-3-nitrobenzamide